5-(5-cyclopropoxypyrimidin-2-yl)-7-methyl-6-(3-azaspiro[5.5]undec-8-en-9-yl)-7H-pyrrolo[2,3-d]pyrimidin-4-amine C1(CC1)OC=1C=NC(=NC1)C1=C(N(C=2N=CN=C(C21)N)C)C2=CCC1(CCNCC1)CC2